C(=O)(O)COC1=C(C=C(C(=O)NC=2C=C(N(N2)CC2=CC=C(C=C2)OC)C2=NC3=C(N2CC(=O)O)C=CC=C3)C=C1)Cl 2-[2-[5-[[4-(carboxymethoxy)-3-chloro-benzoyl]amino]-2-[(4-methoxyphenyl)-methyl]pyrazol-3-yl]benzimidazol-1-yl]acetic acid